1-{4-[(2-{3-[(4-methanesulfonylphenyl)amino]prop-1-yn-1-yl}-1-(2,2,2-trifluoroethyl)-1H-indol-4-yl)amino]piperidin-1-yl}-3-methoxypropan-2-ol CS(=O)(=O)C1=CC=C(C=C1)NCC#CC=1N(C2=CC=CC(=C2C1)NC1CCN(CC1)CC(COC)O)CC(F)(F)F